C(C)(=O)N=S(=O)(CCCC)CC[C@@H](C(=O)OC)NC(=O)OC(C)(C)C (2S)-methyl 4-(N-acetylbutylsulfonimidoyl)-2-((tert-butoxycarbonyl)amino)butanoate